NC1=CC=C(OC=2C=C(C(=O)N)C=CC2)C=C1 3-(4-Aminophenoxy)benzamide